BrC1=CC=C(C=C1)C=1N=NC(=CC1)CN1CCN(CC1)C 3-(4-bromophenyl)-6-((4-methylpiperazin-1-yl)methyl)pyridazine